S-4-methoxyphenyl-sulfenamide COC1=CC=C(C=C1)SN